BrC1=CC=C(C=C1)C(C)O 1-(p-bromophenyl)ethanol